BrC1=CC=C(C=C1)C=1N=C(SC1)N(C(C#C)=O)C1=CC(=CC(=C1)OC)OC N-[4-(4-bromophenyl)thiazol-2-yl]-N-(3,5-dimethoxyphenyl)prop-2-ynamide